5-(2-pyrrolyl)-4-bora-3a,4a-diaza-s-indacene-3-propionic acid succinimidyl ester C1(CCC(N1OC(CCC1C=CC2=CC3=CC=C(N3BN12)C=1NC=CC1)=O)=O)=O